methyl 3-((4-fluorophenyl)ethynyl)-4-((oxazol-5-ylmethyl)sulfonyl)benzoate FC1=CC=C(C=C1)C#CC=1C=C(C(=O)OC)C=CC1S(=O)(=O)CC1=CN=CO1